N-hydroxypropyl-dodecyloxy-propyl-ammonium chloride [Cl-].OCCC[NH+](CCC)OCCCCCCCCCCCC